OC[C@@]1(C(C=C(C=C1)S(=O)(=O)N)[N+](=O)[O-])OCC1CCC(CC1)(C)O (1r,4r)-4-(hydroxymethyl)(1r,4r)-4-((4-hydroxy-4-methylcyclohexyl)methoxy)-3-nitrobenzenesulfonic acid amide